BrC1=CC=2C=3N(C(=NC2C(=C1)I)N1CCCCC1)N=C(N3)C=3N=CSC3 4-(9-bromo-7-iodo-5-(piperidin-1-yl)-[1,2,4]triazolo[1,5-c]quinazolin-2-yl)thiazole